(S)-5-(4-chloro-2-fluorophenyl)-7-(2-(difluoromethyl)morpholino)-2-methyl-3-propylpyrido[4,3-d]pyrimidin-4(3H)-one ClC1=CC(=C(C=C1)C1=NC(=CC=2N=C(N(C(C21)=O)CCC)C)N2C[C@H](OCC2)C(F)F)F